(2-chloro-N-(4-ethylphenyl)carbamoyl)acetamide ClC1=C(C=CC(=C1)CC)NC(=O)CC(=O)N